(3-(2-(4-(methylsulfonyl)phenyl)furo[3,2-b]pyridin-7-yl)phenyl)(2-oxa-6-azaspiro[3.4]octan-6-yl)methanone CS(=O)(=O)C1=CC=C(C=C1)C1=CC2=NC=CC(=C2O1)C=1C=C(C=CC1)C(=O)N1CC2(COC2)CC1